C(C1=CC=CC=C1)N1CC(C(CC1)N1CC(C1)N1CCN(CC1)C1=CC2=C(N(C(N2C)=O)C2C(NC(CC2)=O)=O)C=C1)(F)F 3-(5-(4-(1-(1-Benzyl-3,3-difluoropiperidin-4-yl)azetidin-3-yl)piperazin-1-yl)-3-methyl-2-oxo-2,3-dihydro-1H-benzo[d]imidazol-1-yl)piperidine-2,6-dione